5-amino-8-[2-(hydroxymethyl)-6-methyl-4-pyridyl]-7-phenyl-2-[[(2R)-tetrahydrofuran-2-yl]methyl]-[1,2,4]triazolo[4,3-c]pyrimidin-3-one NC1=NC(=C(C=2N1C(N(N2)C[C@@H]2OCCC2)=O)C2=CC(=NC(=C2)C)CO)C2=CC=CC=C2